amino-3-chloro-6-(4-chloro-phenyl)-5-fluoro-pyridine-2-carboxylic acid NC1=C(C(=NC(=C1F)C1=CC=C(C=C1)Cl)C(=O)O)Cl